3-(2-chloro-5-((1-cyclopropyl-1H-pyrazol-4-yl)ethynyl)pyridin-4-yl)-9-methyl-3,9-diazaspiro[5.5]undecane ClC1=NC=C(C(=C1)N1CCC2(CC1)CCN(CC2)C)C#CC=2C=NN(C2)C2CC2